O1C(COCC1)CNC1=C(C=C(C=C1)S(=O)(=O)NC(C1=C(C=CC=C1)N1C=2C=C3C=CNC3=NC2O[C@H](CC1)C)=O)[N+](=O)[O-] N-(4-[[(1,4-dioxan-2-yl)methyl]amino]-3-nitrobenzenesulfonyl)-2-[(13S)-13-methyl-14-oxa-2,4,10-triazatricyclo[7.5.0.0^3,7]tetradec-1(9),2,5,7-tetraen-10-yl]benzamide